FC=1C=C(C(=NC1NC1=CC2=C(N(C(N2CCC(C)O)=O)C)C=C1)N1C[C@@H]([C@H]([C@@H](C1)C)F)CCO)C#N 5-Fluoro-2-[(3S,4S,5R)-4-fluoro-3-(2-hydroxyethyl)-5-methyl-1-piperidinyl]-6-[[3-(3-hydroxybutyl)-1-methyl-2-oxo-benzimidazol-5-yl]amino]pyridine-3-carbonitrile